COC1=CC=C(C=C1)C1=NOC(=C1)C1=CC=C(C=C1)NC(C1=CC=C(C=C1)C)=O N-(4-(3-(4-methoxyphenyl)isoxazol-5-yl)phenyl)-4-methylbenzamide